C(CC)OC(C(=O)[O-])(C(=O)C(CC)CC)OCCC.[Hf+4].C(CC)OC(C(=O)[O-])(C(=O)C(CC)CC)OCCC.C(CC)OC(C(=O)[O-])(C(=O)C(CC)CC)OCCC.C(CC)OC(C(=O)[O-])(C(=O)C(CC)CC)OCCC hafnium dipropoxybisethylacetoacetate